Cl.NC1=C(C(=NC=N1)NC1=CC(=C2N(C1=O)C1(CCCCC1)NC2=O)Cl)Cl 6-[(6-amino-5-chloro-pyrimidin-4-yl)amino]-8-chloro-spiro[2H-imidazo[1,5-a]pyridine-3,1'-cyclohexane]-1,5-dione hydrochloride